ClC=1C(=C2C=NNC2=C(C1F)CN1CC(CC1)O)C=1N=CC=2N(C1)C=C(N2)NC(C)=O N-(6-(5-chloro-6-fluoro-7-((3-hydroxypyrrolidin-1-yl)methyl)-1H-indazol-4-yl)imidazo[1,2-a]pyrazin-2-yl)acetamide